C(CCC)(=O)OC=1C(=NC=CC1OC)C(N[C@@H](C)C1=NOC(=N1)C1C(C1C1=CC=C(C=C1)F)C1=CC=C(C=C1)Cl)=O 2-(((1S)-1-(5-(2-(4-chlorophenyl)-3-(4-fluorophenyl)cyclopropyl)-1,2,4-oxadiazol-3-yl)ethyl)carbamoyl)-4-methoxypyridin-3-yl butyrate